ClN([C@@H](CCC(=O)O)C(=O)O)C(C1=CC=CC=C1)=O chlorobenzoyl-L-glutamic acid